C(C)C1=C(C(=CC(=C1)C)CC)C1=C(N2N(CCOCC2)C1=O)OC(C(C)(C)C)=O 2,2-Dimethyl-propionic acid 8-(2,6-diethyl-4-methyl-phenyl)-9-oxo-1,2,4,5-tetrahydro-9H-pyrazolo[1,2-d][1,4,5]oxadiazepin-7-yl ester